ClC1=CN=C(S1)NC(C(C1=CC=C(C=C1)C=1C=NN(C1)C)C1CC(CC1)(F)F)=O rac-N-(5-Chlorothiazol-2-yl)-2-(3,3-difluorocyclopentyl)-2-(4-(1-methyl-1H-pyrazol-4-yl)phenyl)acetamide